1-methoxy-3-(trifluoromethyl)benzene COC1=CC(=CC=C1)C(F)(F)F